C(#N)C=1C=C(C=NC1OC)NC(=O)C=1C=NN(C1C(F)(F)F)C1=C2C=CC=NC2=CC=C1 N-(5-Cyano-6-methoxypyridin-3-yl)-1-(chinolin-5-yl)-5-(trifluoromethyl)-1H-pyrazol-4-carboxamid